N-cyclopropyl-5-fluoro-2-[3-[(trans)-2-[6-(pyrrolidin-1-ylmethyl)-2-pyridyl]vinyl]-1-tetrahydropyran-2-yl-indazol-6-yl]sulfanylbenzamide C1(CC1)NC(C1=C(C=CC(=C1)F)SC1=CC=C2C(=NN(C2=C1)C1OCCCC1)\C=C\C1=NC(=CC=C1)CN1CCCC1)=O